OC[C@@]12[C@@H]([C@@H]([C@H]([C@@H](OC1)O2)NC2=NC=C1C(=N2)NN=C1C(F)(F)F)O)O (1S,2R,3R,4R,5S)-1-(hydroxymethyl)-4-((3-(trifluoromethyl)-1H-pyrazolo[3,4-d]pyrimidin-6-yl)amino)-6,8-dioxabicyclo[3.2.1]octane-2,3-diol